CC1=CC=C(O1)C(C=O)=C (5-methyl-2-furyl)prop-2-enal